Dihydrooxazazepine O1NNC=CC=C1